N1=C(N=CC=C1)C=1C(C=C2N(CCOC3=C2C=CC=C3)C1)=O 10-(pyrimidin-2-yl)-6,7-dihydro-11H-benzo[f]pyrido[1,2-d][1,4]oxazepin-11-one